2,6-difluoro-4-(methylsulfonyl)benzoic acid FC1=C(C(=O)O)C(=CC(=C1)S(=O)(=O)C)F